C(C)(=S)OCC1=CC(=C(C(=C1)C(C)(C)C)O)C(C)(C)C 3,5-di-tert-butyl-4-hydroxybenzyl thioacetate